Pyrene-d11 C1(C(C(C2(C(C(C3=CC=CC4=CC=C1C2=C34)([2H])[2H])([2H])[2H])[2H])([2H])[2H])([2H])[2H])([2H])[2H]